tert-butyl 4-[5-(2,6-dioxo-3-piperidyl)-1-methyl-benzimidazol-2-yl]piperazine-1-carboxylate O=C1NC(CCC1C1=CC2=C(N(C(=N2)N2CCN(CC2)C(=O)OC(C)(C)C)C)C=C1)=O